(benzyloxy)butanal isobutyl-7-(4-(4-(benzo[b]thiophen-4-yl)piperazin-1-yl)butoxy)-2-oxoquinoline-1(2H)-carboxylate C(C(C)C)OC(=O)N1C(C=CC2=CC=C(C=C12)OCCCCN1CCN(CC1)C1=CC=CC=2SC=CC21)=O.C(C2=CC=CC=C2)OC(C=O)CC